N-(4-pentenoyl)-L-phenylalanine C(CCC=C)(=O)N[C@@H](CC1=CC=CC=C1)C(=O)O